CN1C(SCN(C1)C)=S 3,5-dimethylperhydro-1,3,5-thiadiazine-2-thione